diazanonane CCCCCCCNN